COC(=O)C=1C=C2C3=C(NC2=C(C1)OC)N=C(C=C3)Cl 2-chloro-8-methoxy-9H-pyrido[2,3-b]Indole-6-carboxylic acid methyl ester